5-{4-[(4-hydroxyphenyl)(methyl)carbamoyl]-1,5-dimethyl-1H-pyrrol-2-yl}-6-[(3R)-3-methyl-1,2,3,4-tetrahydroisoquinoline-2-carbonyl]-2,3-dihydro-1H-isoindole-2-carboxylic acid OC1=CC=C(C=C1)N(C(=O)C=1C=C(N(C1C)C)C=1C=C2CN(CC2=CC1C(=O)N1CC2=CC=CC=C2C[C@H]1C)C(=O)O)C